5-aminomethyl-2-thio-Uridine NCC=1C(NC(N([C@H]2[C@H](O)[C@H](O)[C@@H](CO)O2)C1)=S)=O